(2E,4E,6Z,8E)-3,5,7-trimethyl-2,4,6,8-undecatetraene C\C(=C/C)\C=C(\C=C(/C=C/CC)\C)/C